BrC=1C=C(C=NC1O[C@@H]1[C@H](C[C@H](CC1)C1=CC(=CC=C1)C(F)(F)F)N(C)C)S(=O)(=O)N(C1=NC=NC=C1)CC1=C(C=C(C=C1)OC)OC 5-bromo-N-[(2,4-dimethoxyphenyl)methyl]-6-[(S,2S,4S)-2-(dimethylamino)-4-[3-(trifluoromethyl)phenyl]cyclohexoxy]-N-pyrimidin-4-yl-pyridine-3-sulfonamide